ONS(=O)(=O)C1=C(OC(=C1)C)C N-hydroxy-2,5-dimethylfuran-3-sulfonamide